tert-Butyl (S)-3-((5-amino-6-cyano-3-fluoropyridin-2-yl)oxy)pyrrolidine-1-carboxylate NC=1C=C(C(=NC1C#N)O[C@@H]1CN(CC1)C(=O)OC(C)(C)C)F